C(C)(C)(C)OC(=O)N1CCN(CC1)C=1C=NN(C1)C1=C(N=NC(=C1)C1=C(C(=CC=C1)F)O)N.C=C1SSCCCC1 methylenedithiacycloheptane tert-butyl-4-[1-[3-amino-6-(3-fluoro-2-hydroxy-phenyl)pyridazin-4-yl]pyrazol-4-yl]piperazine-1-carboxylate